[C@H]1([C@H](C1)CN1C(=NC2=C1C=CC(=C2)C(N)=O)NC(=O)C2=C(N=C(O2)C)CC)CN2C(=NC1=C2C=CC(=C1)C(N)=O)NC(=O)C1=C(N=C(O1)C)CC ((((1S,2S)-cyclopropane-1,2-diyl)bis(methylene))bis(5-carbamoyl-1H-benzo[d]imidazole-1,2-diyl))bis(4-ethyl-2-methyloxazole-5-carboxamide)